(S,6S)-6-ethyl-N'-((1,2,3,5,6,7-hexahydro-s-indacen-4-yl)carbamoyl)-6-methyl-6,7-dihydro-5H-pyrazolo[5,1-b][1,3]oxazine-3-sulfonimidamide C(C)[C@]1(CN2C(OC1)=C(C=N2)[S@](=O)(N)=NC(NC2=C1CCCC1=CC=1CCCC21)=O)C